FC1=C(C=CC=C1)C1(C(CCCC1)=O)NC 2-(2-fluorophenyl)-2-methylamino-cyclohexanone